CC(C)(C)OC(NCCCNC1=NC2=CC(=NC(=C2C=C1)NCCCN)C1=CC=C(C=C1)OC)=O [3-[[5-[(3-aminopropyl)amino]-7-(4-methoxyphenyl)-1,6-naphthyridine-2-yl]-amino]propyl]-carbamic acid-1,1-dimethylethyl ester